1-(3-(9H-carbazol-9-yl)-2-hydroxypropyl)-3-cyclopropyl-imidazolidin-2-one C1=CC=CC=2C3=CC=CC=C3N(C12)CC(CN1C(N(CC1)C1CC1)=O)O